(4-(((tert-butyldimethylsilyl)oxy)methyl)bicyclo[2.2.2]oct-1-yl)methanol [Si](C)(C)(C(C)(C)C)OCC12CCC(CC1)(CC2)CO